(R)-alpha-methyl-p-methoxybenzylamine C[C@H](C1=CC=C(C=C1)OC)N